N-(3,4-Dimethylisoxazol-5-yl)-2-ethynyl-N-(methoxymethyl)pyridine-3-sulfonamide CC1=NOC(=C1C)N(S(=O)(=O)C=1C(=NC=CC1)C#C)COC